C(C=C)(=O)N1C[C@@H](N(CC1)C1=NC(N2C3=C(C(=C(C=C13)C(F)(F)F)C1=C(C=C(C=C1)F)F)SC[C@@H]2COC)=O)C (3S)-7-((S)-4-acryloyl-2-methylpiperazin-1-yl)-10-(2,4-difluorophenyl)-3-(methoxymethyl)-9-(trifluoromethyl)-2H-[1,4]thiazino[2,3,4-ij]quinazolin-5(3H)-one